BrC=1C=C2C(=C(C(=NC2=C(C1)F)N1[C@@H](C[C@H](CC1)N[C@@H]1COCC1)C)C1=NC(=NO1)C)C (2R,4S)-1-(6-bromo-8-fluoro-4-methyl-3-(3-methyl-1,2,4-oxadiazol-5-yl)quinolin-2-yl)-2-methyl-N-((S)-tetrahydrofuran-3-yl)piperidin-4-amine